COC1=C(OCCOCCOCCOCC(=O)OC(C)(C)C)C(=CC(=C1)\C=C\C(N1CCC=CC1=O)=O)OC tert-butyl (E)-2-(2-(2-(2-(2,6-dimethoxy-4-(3-oxo-3-(6-oxo-3,6-dihydropyridin-1(2H)-yl)prop-1-en-1-yl)phenoxy)ethoxy)ethoxy)ethoxy)acetate